C(C(=C)C)(=O)OC(C)CC1=CC(=C(C(=C1)C=1SC2=C(N1)C=C(C=C2)Cl)O)C(C)(C)C 3-[3-Tert-butyl-5-(5-chlorobenzothiazol-2-yl)-4-hydroxyphenyl]-2-propyl methacrylate